C(C)N(CC(=O)O)C1=NC(=NN2C1=NC=C2C(F)(F)F)S(=O)(=O)C.N2(CCOCC2)C2=NN1C(C(=N2)NCC(=O)OCC)=NC=C1C(F)(F)F ethyl N-[2-(morpholin-4-yl)-7-(trifluoromethyl)imidazo[2,1-f][1,2,4]triazin-4-yl]glycinate Ethyl-N-[2-(methanesulfonyl)-7-(trifluoromethyl)imidazo[2,1-f][1,2,4]triazin-4-yl]glycinate